NC1=NC=CC(=C1Cl)OC1=CC(=C(C=C1)C1=NN(C(=C1C(=O)N)C(F)(F)F)C1=CC=CC=C1)F (4-((2-amino-3-chloropyridin-4-yl)oxy)-2-fluorophenyl)-1-phenyl-5-(trifluoromethyl)-1H-pyrazole-4-carboxamide